CC1(CC=2C(=NC3=C(C2NC(=O)N=S(=O)(N)C2=CN=C(S2)C(C)(C)O)CCC3)C1)C N'-((2,2-dimethyl-1,2,3,5,6,7-hexahydrodicyclopenta[b,e]pyridin-8-yl)carbamoyl)-2-(2-hydroxypropan-2-yl)thiazole-5-sulfonimidamide